C(OCC(F)(F)F)(OCC(F)(F)F)OCC(F)(F)F tris(2,2,2-trifluoroethyl) orthoformate